(2-methoxyethoxy)propylamine COCCOCCCN